C(C)C(C1=CC(=C(C(=C1)C(C)(C)C)O)C(C)(C)C)P([O-])([O-])=O.C(C)C(C1=CC(=C(C(=C1)C(C)(C)C)O)C(C)(C)C)P([O-])([O-])=O.[Ca+2].[Ca+2] calcium bis(monoethyl (3,5-di-tert-butyl-4-hydroxylbenzyl)phosphonate)